5-(5-(2-methylmorpholine-4-carbonyl)-1H-pyrrolo[2,3-b]pyridin-1-yl)picolinimidohydrazide CC1CN(CCO1)C(=O)C=1C=C2C(=NC1)N(C=C2)C=2C=CC(=NC2)C(NN)=N